OCC1CC1 1-(hydroxymethyl)cyclopropan